2,3,4',5,6,7'-hexahydrospiro[pyran-4,2'-Pyrrolo[3',2':5,6]pyrido[3,4-b]pyrazin]-3'(1'H)-one N1C2=C(NC(C13CCOCC3)=O)C=NC3=C2C=CN3